N-({4-[1-(3-chlorophenyl)-1H-pyrazole-4-sulfonyl]phenyl}methyl)thieno[2,3-c]pyridine-2-carboxamide ClC=1C=C(C=CC1)N1N=CC(=C1)S(=O)(=O)C1=CC=C(C=C1)CNC(=O)C1=CC=2C(=CN=CC2)S1